C1(CC2C(CC1)O2)COCCOCC2CC1C(CC2)O1 ethyleneglycol e-bis(3,4-epoxycyclohexylmethyl) ether